9,9'-(5'-(4,6-diphenyl-1,3,5-triazin-2-yl)-2'-(6-methylpyridin-2-yl)-[1,1':3',1''-terphenyl]-4,4''-diyl)bis(3,6-diphenyl-9H-carbazole) C1(=CC=CC=C1)C1=NC(=NC(=N1)C1=CC=CC=C1)C=1C=C(C(=C(C1)C1=CC=C(C=C1)N1C2=CC=C(C=C2C=2C=C(C=CC12)C1=CC=CC=C1)C1=CC=CC=C1)C1=NC(=CC=C1)C)C1=CC=C(C=C1)N1C2=CC=C(C=C2C=2C=C(C=CC12)C1=CC=CC=C1)C1=CC=CC=C1